5-fluoro-2-oxospiro[indole-3,3'-pyrrolidine]-5'-carboxamide hydrochloride Cl.FC=1C=C2C(=CC1)NC(C21CNC(C1)C(=O)N)=O